C1(CC1)CCNC1=C2N=CN(C2=NC(=N1)I)[C@H]1[C@@H]([C@@H]([C@@]2(C[C@H]12)CO)O)O (1R,2R,3S,4R,5S)-4-(6-((2-cyclopropylethyl)amino)-2-iodo-9H-purin-9-yl)-1-(hydroxymethyl)bicyclo[3.1.0]hexane-2,3-diol